C1(CC1)N1N=CC(=C1)C=1C=CC=2N(N1)C(=CN2)C2=CC=CC(=N2)N[C@H]2CNC[C@@H]2C(F)(F)F 6-(6-(1-cyclopropyl-1H-pyrazol-4-yl)imidazo[1,2-b]pyridazin-3-yl)-N-((3R,4S)-4-(trifluoromethyl)pyrrolidin-3-yl)pyridin-2-amine